6-chloro-2-(4-cyclopropylthiazol-2-yl)-N-(4,4-difluorocyclohexyl)-5-methoxypyrimidin-4-amine ClC1=C(C(=NC(=N1)C=1SC=C(N1)C1CC1)NC1CCC(CC1)(F)F)OC